Cl.N1(CCCC1)CC1OCCN2N=C3C=CC=CC3=C21 1-(pyrrolidin-1-ylmethyl)-3,4-dihydro-1H-[1,4]oxazino[4,3-b]indazole hydrogen chloride salt